1-cyclobutyl-N-((7-(5-(difluoromethyl)-1,3,4-oxadiazol-2-yl)imidazo[1,2-a]pyridin-2-yl)methyl)-N-phenylpiperidine-4-sulfonamide C1(CCC1)N1CCC(CC1)S(=O)(=O)N(C1=CC=CC=C1)CC=1N=C2N(C=CC(=C2)C=2OC(=NN2)C(F)F)C1